(S)-ethyl 2-(2,6-dichloro-4-(3-chlorobenzylcarbamoyl)benzamido)-3-(3-((R)-2,3-dihydro-1H-inden-1-yl)ureido)propanoate ClC1=C(C(=O)N[C@H](C(=O)OCC)CNC(=O)N[C@@H]2CCC3=CC=CC=C23)C(=CC(=C1)C(NCC1=CC(=CC=C1)Cl)=O)Cl